C(C)(C)C1=NOC(=N1)N1CCC(CC1)OC(C)C=1SC2=NC(=CC=C2N1)C1=CC=C(C=C1)S(=O)(=O)C 3-isopropyl-5-(4-(1-(5-(4-(methyl-sulfonyl)phenyl)thiazolo[5,4-b]pyridin-2-yl)ethoxy)piperidin-1-yl)-1,2,4-oxadiazol